5-bromo-N-(2-methylquinolin-8-yl)thiophene-2-carboxamide BrC1=CC=C(S1)C(=O)NC=1C=CC=C2C=CC(=NC12)C